FC(OC1=CC=C(C=C1)NC1=CC(=NC=N1)C1=CC=C(C=C1)O)(F)F 4-(6-{[4-(trifluoromethoxy)phenyl]amino}pyrimidin-4-yl)phenol